ClC=1C(=NN2C1C(NCCC2)=O)C2=NC=CC=C2 3-chloro-2-(2-pyridyl)-5,6,7,8-tetrahydropyrazolo[1,5-a][1,4]diazepin-4-one